5-bromo-1,3-benzothiazol BrC=1C=CC2=C(N=CS2)C1